N1=CC(=CC=C1)C(CN(C)CCC1=CC(=C(C=C1)Cl)Cl)O 1-(3-pyridyl)-2-(N-(2-(3,4-dichlorophenyl)ethyl)-N-methylamino)ethanol